4-n-butylaniline CCCCC1=CC=C(C=C1)N